C(#N)C1=CC=C(C=C1)C=1N=C2N(C(C1)=O)C=C(C=C2C(C)NC2=C(C(=O)O)C=CC=C2)C 2-((1-(2-(4-cyanophenyl)-7-methyl-4-oxo-4H-pyrido[1,2-a]pyrimidin-9-yl)ethyl)amino)benzoic acid